3-bromo-1,10-phenanthroline BrC=1C=NC2=C3N=CC=CC3=CC=C2C1